N-(Phosphonomethyl)-iminodiacetic acid P(=O)(O)(O)CN(CC(=O)O)CC(=O)O